C(=O)OCC(F)(F)C1=CC(=CC=C1)[C@@H](C)N (R)-2-(3-(1-aminoethyl)phenyl)-2,2-difluoroEthan-1-ol formate